5-cyano-N-[3-[([3-ethyl-1H-pyrazolo[3,4-b]pyridin-5-yl]oxy)methyl]-2,4-difluorophenyl]-2-methoxypyridine-3-sulfonamide C(#N)C=1C=C(C(=NC1)OC)S(=O)(=O)NC1=C(C(=C(C=C1)F)COC=1C=C2C(=NC1)NN=C2CC)F